4-phenyl-butanoic acid C1(=CC=CC=C1)CCCC(=O)O